OC1(CC(C1)C(=O)N1CC2(C1)CC(C2)CC2=CC(=CC=C2)C(C)C)C ((1s,3s)-3-Hydroxy-3-methylcyclobutyl)(6-(3-isopropylbenzyl)-2-azaspiro[3.3]heptan-2-yl)methanon